2-chlorobenzo[d]isothiazol ClN1SC2=C(C1)C=CC=C2